3-Ethyl-1-tosyl-2,5-dihydro-1H-pyrrole-2-carboxylic acid methyl ester COC(=O)C1N(CC=C1CC)S(=O)(=O)C1=CC=C(C)C=C1